BrC1=C(N=C2N1C=C(N=C2)C2=CC(=C(C=C2)F)C(C)C)C(F)(F)F 3-bromo-6-(4-fluoro-3-isopropylphenyl)-2-(trifluoromethyl)imidazo[1,2-a]pyrazine